methyl-1-oxo-isoquinoline-5-sulfonyl chloride CC=1NC(C=2C=CC=C(C2C1)S(=O)(=O)Cl)=O